CC1=CC=C(C=N1)C1=CC=C(C=C1)CCCC(=O)NC=1C=NC=CC1 4-(4-(6-methylpyridin-3-yl)phenyl)-N-(pyridin-3-yl)butanamide